5-chloro-1-isopropyl-3-methyl-N-((5-methyl-1,3,4-oxadiazol-2-yl)methyl)-1H-pyrazolo[4,3-b]Pyridin-7-amine ClC1=CC(=C2C(=N1)C(=NN2C(C)C)C)NCC=2OC(=NN2)C